C(CCCCCCCCCCCCCCCCCCCCCCC)OCCCCCCCCCCCCCCCCCCCCCC n-docosyl tetracosyl ether